2-((1-(3-fluorobenzyl)-6-(4-methoxy-5H-pyrrolo[3,2-d]pyrimidin-5-yl)-1H-imidazo[4,5-b]pyridin-2-yl)oxy)ethanol FC=1C=C(CN2C(=NC3=NC=C(C=C32)N3C=CC=2N=CN=C(C23)OC)OCCO)C=CC1